2-(1-Acryloyl-4-(2-(((S)-4-methylmorpholin-3-yl)methoxy)-7-(naphthalen-1-yl)-5,6,7,8-tetrahydropyrido[3,4-d]pyrimidin-4-yl)piperazin-2-yl)acetonitrile C(C=C)(=O)N1C(CN(CC1)C=1C2=C(N=C(N1)OC[C@H]1N(CCOC1)C)CN(CC2)C2=CC=CC1=CC=CC=C21)CC#N